C(C=C)(=O)N1[C@H](CN(C[C@H]1C)C1=NC(N2C3=C(C(=C(C=C13)C(F)(F)F)C1=CC=C(C=C1)F)SC[C@H](C2)N2C(CCC2)=O)=O)C (S)-8-((3S,5R)-4-acryloyl-3,5-dimethylpiperazin-1-yl)-11-(4-fluorophenyl)-3-(2-oxopyrrolidin-1-yl)-10-(trifluoromethyl)-3,4-dihydro-2H,6H-[1,4]thiazepino[2,3,4-ij]quinazolin-6-one